CSCCC=O 3-(methylthio)-propionaldehyde